NCCOCCOCCOCCOCCOCCOCCNC(=O)C=1C=C(C=CC1)C1=CC2=C(C=C1OC)OCC1=C2N(N=C1C(=O)N(C)C(C)(C)C)C1=CC(=CC(=C1)Cl)Cl 8-(3-((20-amino-3,6,9,12,15,18-hexaoxaicosyl)carbamoyl)phenyl)-N-(tert-butyl)-1-(3,5-dichlorophenyl)-7-methoxy-N-methyl-1,4-dihydrochromeno[4,3-c]pyrazole-3-carboxamide